FC=1C=C(C=CC1OC)C(CC(=O)OCC)C=1N(C=C(N1)CCCCC1=NC=2NCCCC2C=C1)C ethyl 3-(3-fluoro-4-methoxyphenyl)-3-(1-methyl-4-(4-(5,6,7,8-tetrahydro-1,8-naphthyridin-2-yl)butyl)-1H-imidazol-2-yl)propanoate